FC(C(=O)O)(F)F.CC=1N=C(NC1C)C1=NC=CC(=C1)C=1C=NC=C(C1)C(=O)N1C[C@H](CC1)OC 2'-(4,5-Dimethyl-1H-imidazol-2-yl)-5-{[(3S)-3-methoxypyrrolidin-1-yl]carbonyl}-3,4'-bipyridine trifluoroacetate